(4aR,6R,7R,8R,8aR)-8-(4-(3-fluoro-4-methylphenyl)-1H-1,2,3-triazol-1-yl)-7-methoxy-2,2-dimethylhexahydropyrano[3,2-d][1,3]dioxine-6-carboxylic acid FC=1C=C(C=CC1C)C=1N=NN(C1)[C@@H]1[C@H]([C@@H](O[C@H]2[C@@H]1OC(OC2)(C)C)C(=O)O)OC